COC=1C=C(C=CC1)C=1C(=CC=CC1)S(=O)(=O)C1=CC=C(C=C1)NC(=O)NCC=1C=NNC1 1-[4-(3'-Methoxy-biphenyl-2-sulfonyl)-phenyl]-3-(1H-pyrazol-4-ylmethyl)-urea